3-methyl-N-[(1s,4s)-4-{[6-chloro-2-(trifluoromethyl)quinolin-4-yl]amino}cyclohexyl]-1,2-oxazole-4-carboxamide CC1=NOC=C1C(=O)NC1CCC(CC1)NC1=CC(=NC2=CC=C(C=C12)Cl)C(F)(F)F